(1-(4-Nitrobenzyl)pyrrolidin-3-yl)carbamic acid tert-butyl ester C(C)(C)(C)OC(NC1CN(CC1)CC1=CC=C(C=C1)[N+](=O)[O-])=O